[Si](C1=CC=CC=C1)(C1=CC=CC=C1)(C(C)(C)C)OC[C@H](CCO)C (3S)-4-[(tert-Butyldiphenylsilyl)oxy]-3-methylbutan-1-ol